[3-cyano-7-fluoro-4-(4,4,5,5-tetramethyl-1,3,2-dioxaborolan-2-yl)benzothiophen-2-yl]carbamate C(#N)C1=C(SC2=C1C(=CC=C2F)B2OC(C(O2)(C)C)(C)C)NC([O-])=O